N-(6-([1,1'-biphenyl]-3-ylmethyl)-5-(2-fluoro-2-methylpropanoyl)-5-azaspiro[2.4]heptan-7-yl)methanesulfonamide C1(=CC(=CC=C1)CC1N(CC2(CC2)C1NS(=O)(=O)C)C(C(C)(C)F)=O)C1=CC=CC=C1